2-hydroxy-N,N-dimethyl-3-[[2-[[(1R)-1-(5-methylfuran-2-yl)propyl]amino]-3,4-dioxobuten-1-yl]amino]benzamide OC1=C(C(=O)N(C)C)C=CC=C1NC=C(C(C=O)=O)N[C@H](CC)C=1OC(=CC1)C